FC1(CCC(CC1)N1N=C(C2=CC=CC=C2C1=O)C=1C=C(C=CC1)CCS(=O)(=O)N)F (3-(3-(4,4-difluorocyclohexyl)-4-oxo-3,4-dihydro-phthalazin-1-yl)phenyl)ethylsulphonamide